NC1=C2C(=NC=N1)N(N=C2C=2C=NC(=CC2C)OC2=CC=CC=C2)[C@H]2CN(CCC2)C(=O)C(C#N)=CC2CC2 (R)-2-(3-(4-amino-3-(4-methyl-6-phenoxypyridin-3-yl)-1H-pyrazolo[3,4-d]pyrimidin-1-yl)piperidine-1-carbonyl)-3-cyclopropylacrylonitrile